C1(CC1)COC1=NC(=NC(=C1)C)C1=CC(=C(C(=C1)F)N1CC(CC1)CC(=O)O)F {1-[4-(4-cyclopropylmethoxy-6-methyl-pyrimidin-2-yl)-2,6-difluoro-phenyl]Pyrrolidine-3-yl}-acetic acid